tert-butyl 6-oxa-2-azaspiro[3.3]heptane-2-carboxylate C1N(CC12COC2)C(=O)OC(C)(C)C